C1(CCCCC1)NC1=NN2C(C(=N1)OC)=C(C(=C2)F)C=2C=CC=1N(C2)C(=CN1)C(=O)NC 6-(2-(cyclohexylamino)-6-fluoro-4-methoxypyrrolo[2,1-f][1,2,4]triazin-5-yl)-N-methylimidazo[1,2-a]pyridine-3-carboxamide